8-(5-methylthiazol-2-yl)-3-oxo-4-((tetrahydrofuran-2-yl)methyl)-3,4-dihydro-2H-benzo[b][1,4]oxazine-6-carboxylic acid methyl ester COC(=O)C1=CC2=C(OCC(N2CC2OCCC2)=O)C(=C1)C=1SC(=CN1)C